NC=1C2=C(N=CN1)N(C(=C2C2=CC(=C(C=C2)OC2=NC=CC(=N2)C)F)C2=CC=C(C=C2)NC(C(=C)C2CC2)=O)C N-(4-(4-amino-5-(3-fluoro-4-((4-methylpyrimidin-2-yl)oxy)phenyl)-7-methyl-7H-pyrrolo[2,3-d]pyrimidin-6-yl)phenyl)-2-cyclopropylacrylamide